3-Hydroxy-1-methyl-3-(3-(4-(1-tosyl-1H-pyrrolo[2,3-b]pyridin-3-yl)-2H-1,2,3-triazol-2-yl)phenyl)pyrrolidin-2-one OC1(C(N(CC1)C)=O)C1=CC(=CC=C1)N1N=CC(=N1)C1=CN(C2=NC=CC=C21)S(=O)(=O)C2=CC=C(C)C=C2